N1N=NC(=C1)C1CN(C1)C1=NOC(=C1)C1=NC(=NC=C1)NC1CC2=CC(=C(C=C2C1)F)F (3-(3-(1H-1,2,3-triazol-4-yl)azetidin-1-yl)isoOxazol-5-yl)-N-(5,6-difluoro-2,3-dihydro-1H-inden-2-yl)pyrimidin-2-amine